FC(OC=1C(=NC=CC1)N1CCN(CC1)C(=O)OC(C)(C)C)(F)F 1-Tert-butyl 4-(3-(trifluoromethoxy)pyridin-2-yl)piperazine-1-carboxylate